C1=CC=CC=CC=CC=CC=CC=C1 [14]annulene